Cl.C(C)N=C=C(CCN)N(C)C (ethyliminomethylene)-N,N-dimethyl-1,3-propanediamine monohydrochloride